tert-butyl 2-((3-amino-4-methoxybenzo[d]isoxazol-6-yl) methyl)-2,6-dihydropyrrolo[3,4-c]pyrazole-5(4H)-carboxylate NC1=NOC2=C1C(=CC(=C2)CN2N=C1C(=C2)CN(C1)C(=O)OC(C)(C)C)OC